COC(=O)C1=C(C=C(C=C1)C(=O)O)C(=O)OC The molecule is a member of the class of benzoic acids that is benzoic acid substituted by methoxycarbonyl groups at positions 3 and 4 respectively. It has a role as a metabolite. It is a benzoate ester and a member of benzoic acids.